N[C@H](C(=O)N1C[C@H](CCC1)NC(OCC1=CC=CC=C1)=O)CC1=CC(=CC=C1)C#N benzyl ((S)-1-((S)-2-amino-3-(3-cyanophenyl)propanoyl)piperidin-3-yl)carbamate